pyrazolidin-1-carboxamide N1(NCCC1)C(=O)N